C(CCCCCCC(=O)OCN1C=CC=2N(C(NC(C21)=O)S(=O)(=O)O)CCOC(C)C)(=O)OCN2C=CC=1N(C(NC(C12)=O)S(=O)(=O)O)CCOC(C)C 1,8-bis({4-oxo-1-[2-(prop-2-yloxy) ethyl]-2-sulpho-1H,2H,3H,4H,5H-pyrrolo[3,2-d]pyrimidin-5-yl} methyl) suberate